(1R,2S,3R,5R)-3-{4-amino-2-chloropyrrolo[2,3-d]pyrimidin-7-yl}-5-[3-(trifluoromethoxy)phenyl]cyclopentane NC=1C2=C(N=C(N1)Cl)N(C=C2)[C@@H]2CC[C@H](C2)C2=CC(=CC=C2)OC(F)(F)F